ClC1=C(C=CC=C1C(=O)N1C(COCC1)C(F)(F)F)NC1=C(C=C(C(=O)N=C2NCCN2)C=C1)C1CC1 4-({2-chloro-3-[3-(trifluoromethyl)morpholine-4-carbonyl]phenyl}amino)-3-cyclopropyl-N-[imidazolidin-2-ylidene]benzamide